O=C1N(CCC(N1)=O)C1=CC=C2C=C(N(C2=C1)C)C1CCN(CC1)C(=O)OC(C)(C)C tert-butyl 4-[6-(2,4-dioxo-1,3-diazinan-1-yl)-1-methyl-1H-indol-2-yl]piperidine-1-carboxylate